dipropyltridecylmethoxymethyl ether C(CC)C(OC(CCCCCCCCCCCCC)OC(CCCCCCCCCCCCC)OC(CCC)CCC)CCC